BrN1NC2=CC=CC=C2C1 2-bromo-1H-indazole